sodium hexadecanesulphonate C(CCCCCCCCCCCCCCC)S(=O)(=O)[O-].[Na+]